methyl 3-(8-cyano-2-hydroxy-8-methylbicyclo[4.2.0]oct-1,3,5-trien-3-yl)butanoate C(#N)C1(CC2=CC=C(C(=C12)O)C(CC(=O)OC)C)C